1λ6,2-thiazolidine-1,1-dione S1(NCCC1)(=O)=O